1-[2-(3-fluoro-4-methoxyanilino)-3-(pyridin-4-yl)-6,7-dihydropyrazolo[1,5-a]pyrazin-5(4H)-yl]prop-2-en FC=1C=C(NC2=NN3C(CN(CC3)CC=C)=C2C2=CC=NC=C2)C=CC1OC